(R)-3,7-dimethyl-5-(4-((3-(4-methyl-1-oxo-1,3-dihydroisobenzofuran-5-yl)piperazin-1-yl)methyl)-1H-pyrazol-1-yl)benzo[d]oxazol-2(3H)-one CN1C(OC2=C1C=C(C=C2C)N2N=CC(=C2)CN2C[C@H](NCC2)C=2C(=C1COC(C1=CC2)=O)C)=O